N-(1-butyl-1H-pyrazol-4-yl)-5-iodopyrimidin-2-amine C(CCC)N1N=CC(=C1)NC1=NC=C(C=N1)I